O1C(COC2=NC=CC=C21)COC2=NC(N1C(C3=CC=C(C=C3CC1)C=1C=NC(=CC1)OCC)=C2)=O 2-(2,3-Dihydro-[1,4]dioxino[2,3-b]pyridin-2-ylmethoxy)-9-(6-ethoxy-pyridin-3-yl)-6,7-dihydro-pyrimido[6,1-a]isoquinolin-4-one